(7R,8S)-cis-7,8-Epoxy-2-methyleicosane CCCCCCCCCCCC[C@H]1[C@H](O1)CCCCC(C)C